3-(tert-butyl)-9-(2-n-hexadecenyl-2-carboxyethyl)carbonyloxyanthracene C(C)(C)(C)C=1C=CC2=C(C3=CC=CC=C3C=C2C1)OC(=O)CC(C(=O)O)C=CCCCCCCCCCCCCCC